Cl.O1CCN(CC1)C1=NC(=NC(=N1)N1CCNCC1)C=1C=CC2=C(N=C(O2)N)C1 5-(4-morpholino-6-(piperazin-1-yl)-1,3,5-triazin-2-yl)benzo[d]oxazol-2-amine hydrochloride